BrC=1C=C(COC2=C3C(C=C(OC3=CC=C2)C(=O)O)=O)C=C(C1)Br 5-((3,5-Dibromobenzyl)oxy)-4-oxo-4H-chromene-2-carboxylic acid